FC1=CC=C2C=C(C=C(C2=C1S(=O)(=O)C)B1OC(C(O1)(C)C)(C)C)OCOC 2-(7-fluoro-3-(methoxymethoxy)-8-(methylsulfonyl)naphthalen-1-yl)-4,4,5,5-tetramethyl-1,3,2-dioxaborolane